FC1=CC=C(C2=CC=CC=C12)CC1CC(NC1)C(=O)O 4-((4-fluoronaphthalen-1-yl)methyl)pyrrolidine-2-carboxylic acid